NC1=C(C(=O)NC(C)C)C=C(C=N1)C1=C(C=C(C=C1)NC([C@H](C1=CC=CC=C1)OC)=O)C (S)-2-amino-N-isopropyl-5-(4-(2-methoxy-2-phenylacetamido)-2-methylphenyl)nicotinamide